4,16-dimethyl-octadecenoic acid CC(C=CC(=O)O)CCCCCCCCCCCC(CC)C